COC1=NC(=CC=C1C1=C(C=C(C=C1)C1=NNCOC1)C(F)(F)F)C 5-[4-(2-methoxy-6-methylpyridin-3-yl)-3-(trifluoromethyl)phenyl]-3,6-dihydro-2H-1,3,4-oxadiazin